C1(CCCCC1)C([C@@H](C(=O)NC1=NC(=C(C=C1)C=1C(=NNC1CC)C)F)NC(=O)C=1C(=NOC1)CC)C1CCCCC1 N-[(1S)-1-(dicyclohexylmethyl)-2-[[5-(5-ethyl-3-methyl-1H-pyrazol-4-yl)-6-fluoro-2-pyridinyl]amino]-2-oxo-ethyl]-3-ethyl-isoxazole-4-carboxamide